P.[As] arsenic phosphane